2-fluoro-N-((2R)-3-methyl-1-oxo-1-(2-oxo-4-phenyl-1-oxa-3,8-diazaspiro[4.5]decan-8-yl)butan-2-yl)-5-(trifluoromethyl)benzamide FC1=C(C(=O)N[C@@H](C(N2CCC3(C(NC(O3)=O)C3=CC=CC=C3)CC2)=O)C(C)C)C=C(C=C1)C(F)(F)F